N(N=C1SC2=C(N1CC)C=CC(=C2)S(=O)(=O)[O-])=C2SC1=C(N2CC)C=CC(=C1)S(=O)(=O)[O-] 2,2'-azinobis-(3-ethylbenzthiazoline-6-sulphonate)